Methyl 2-[4-[5-amino-4-cyano-1-[2,2,2-trifluoro-1-(trideuteriomethyl)ethyl]pyrazol-3-yl]phenyl]prop-2-enoate NC1=C(C(=NN1C(C(F)(F)F)C([2H])([2H])[2H])C1=CC=C(C=C1)C(C(=O)OC)=C)C#N